1,1-dichlorodisilane Cl[SiH]([SiH3])Cl